ClC1=NC(=NC(=N1)N(CCCCCC)CCCCCC)OC(C)C 2-chloro-4-dihexylamino-6-isopropyloxy-1,3,5-triazine